C(=CC)N1CCN(CC1)C1=C(C(N(C2=NC(=C(C=C12)F)C1=C(C(=CC(=C1F)Cl)Cl)N)C=1C(=NC=CC1C)C(C)C)=O)C#N 4-(4-propenylpiperazin-1-yl)-7-(2-amino-3,5-dichloro-6-fluorophenyl)-6-fluoro-1-(2-isopropyl-4-methylpyridin-3-yl)-2-oxo-1,2-dihydro-1,8-naphthyridine-3-carbonitrile